N-(5-chloro-6-(5-(hydroxymethyl)-1H-1,2,3-triazol-1-yl)pyridin-3-yl)-1-(1-oxo-1,2-dihydroisoquinolin-5-yl)-5-(trifluoromethyl)-1H-pyrazole-4-carboxamide ClC=1C=C(C=NC1N1N=NC=C1CO)NC(=O)C=1C=NN(C1C(F)(F)F)C1=C2C=CNC(C2=CC=C1)=O